C(CCCCCC)NCCN N'-heptyl-ethane-1,2-diamine